The molecule is an amino disaccharide that is 2-acetamido-2-deoxy-alpha-D-galactopyranose in which the hydroxy group at position 3 has been converted into the corresponding beta-D-glucopyranoside. It is an amino disaccharide, a member of acetamides and a beta-D-glucoside. It derives from a N-acetyl-alpha-D-galactosamine. CC(=O)N[C@@H]1[C@H]([C@H]([C@H](O[C@@H]1O)CO)O)O[C@H]2[C@@H]([C@H]([C@@H]([C@H](O2)CO)O)O)O